ClC=1C(=C(C=CC1)NC1=NC=NC2=CC(=C(C=C12)[N+](=O)[O-])C#C[C@]1(CNCC1)C)F (S)-N-(3-chloro-2-fluorophenyl)-7-((3-methylpyrrolidin-3-yl)ethynyl)-6-nitroquinazolin-4-amine